NC=1SC(=C(N1)C)C=1N=C(SC1)NC1=CC=C(C=C1)NC(C)=O N-[4-[[4-(2-amino-4-methyl-thiazol-5-yl)thiazol-2-yl]amino]phenyl]acetamide